4-aminopiperidineamide NC1CCN(CC1)C(=O)N